FC(C(O)C1(CN(CCC1)C=1C=NC(=CC1CO)C1=C(C=C(C=C1)F)OC)NC(OC(C)(C)C)=O)F tert-butyl (3-(2,2-difluoro-1-hydroxyethyl)-1-(6-(4-fluoro-2-methoxyphenyl)-4-(hydroxymethyl)pyridin-3-yl)piperidin-3-yl)carbamate